FC=1C=C(C=C(C1OC(F)(F)F)N[C@@H](C)C1CC(C1)NC)C1=NNC(O1)=O 5-[3-Fluoro-5-({(1S)-1-[(1S,3R)-3-(methylamino)cyclobutyl]ethyl}amino)-4-(trifluoromethoxy)phenyl]-1,3,4-oxadiazol-2(3H)-one